vinyltri(isoprenoxy)silane C(=C)[Si](OC=CC(C)=C)(OC=CC(C)=C)OC=CC(C)=C